Cl.C1(CC1)CN1[C@H]2[C@@]3(CC[C@@H]([C@H]4[C@@]3(C=3C(=C(C=CC3C2)O)O4)CC1)N(C(=O)[C@@H]1[C@H](C1)C1=COC=C1)C)O 17-Cyclopropylmethyl-4,5α-epoxy-3,14β-dihydroxy-6α-((1S,2S)-N-methyl-2-(3-furyl)-cyclopropanecarboxamido)morphinan, Hydrochloride